CC1=CC=C(C=C1)S(=O)(=O)OCCOCCOCCOCCOCCOCCOCCNC1=C(C=C(C=C1)[N+](=O)[O-])[N+](=O)[O-] 20-((2,4-dinitrophenyl)amino)-3,6,9,12,15,18-hexaoxaicosyl 4-methylbenzenesulfonate